1H-naphtho[2,3-d]imidazole-4,9-dione N1C=NC2=C1C(C1=CC=CC=C1C2=O)=O